COC1=C(C=C2C(=NC=NC2=C1)C1=CC=C(C=C1)NC(CC1=CC=C(C=C1)C(F)(F)F)=O)OCC1CN(CCC1)C(=O)OC(C)(C)C tert-butyl 3-(((7-methoxy-4-(4-(2-(4-(trifluoromethyl)phenyl)acetamido)phenyl)quinazolin-6-yl)oxy) methyl)piperidine-1-carboxylate